Z,E-farnesyl diphosphate O(P([O-])(=O)OP(=O)([O-])[O-])C\C=C(\C)/CC\C=C(/C)\CCC=C(C)C